O1CC(C1)COC1=C(C=CC=C1)C1CCN(CC1)[C@H]1CC2(CN(C2)C=2SC=NN2)CC1 (R)-2-(6-(4-(2-(oxetan-3-ylmethoxy)phenyl)piperidin-1-yl)-2-azaspiro[3.4]octan-2-yl)-1,3,4-thiadiazole